N1(N=CN=C1)C=1N=CC(=NC1)C=1SC2=C(N1)SC(=N2)N 5-[5-(1H-1,2,4-triazol-1-yl)pyrazin-2-yl][1,3]thiazolo[5,4-d][1,3]thiazol-2-amine